N-benzyl-4-(4-phenoxyphenyl)phthalazine-1-amine C(C1=CC=CC=C1)NC1=NN=C(C2=CC=CC=C12)C1=CC=C(C=C1)OC1=CC=CC=C1